C(=CCCCCCCCCCCCCCCCCC(=O)OCCCCCCCCCC)C(=O)OCCCCCCCCCC didecyl 1,18-octadecenylenedicarboxylate